CNC(NCC)=S N'-methylethylthiourea